6-(cyclopropanecarboxamido)-4-((2,5-dimethyl-4,5-dihydropyrazolo[1,5-a]quinoxalin-6-yl)amino)-N-methylpyridazine-3-carboxamide C1(CC1)C(=O)NC1=CC(=C(N=N1)C(=O)NC)NC1=C2N(CC=3N(C2=CC=C1)N=C(C3)C)C